2-(diphenylphosphoryl)-7-fluorochroman-4-one C1(=CC=CC=C1)P(=O)(C1=CC=CC=C1)C1OC2=CC(=CC=C2C(C1)=O)F